(1s,3s,4s,5s,6s)-6-(cyclopropylmethyl)-5-fluoro-2-azabicyclo[2.2.2]octane-2,3-dicarboxylic acid C1(CC1)C[C@@H]1[C@@H]([C@@H]2[C@H](N([C@H]1CC2)C(=O)O)C(=O)O)F